3-(N-(5-cyano-2-(5-cyanothiophen-2-yl)phenyl)sulfamoyl)-4-methoxybenzoic acid C(#N)C=1C=CC(=C(C1)NS(=O)(=O)C=1C=C(C(=O)O)C=CC1OC)C=1SC(=CC1)C#N